2-(3-hydrazino-1H-pyrazol-1-yl)acetic acid N(N)C1=NN(C=C1)CC(=O)O